(S)-2-isopropylmorpholine C(C)(C)[C@H]1CNCCO1